4,11,11-trimethyl-8-methylene-(1S,4E,9R)-bicyclo[7.2.0]undec-4-ene C/C=1/CC[C@@H]2C(C[C@H]2C(CC/C1)=C)(C)C